1-([1,4'-Bipiperidine]-1'-yl)phthalazine methyl-2-methyl-4-(4-(trifluoromethyl)phenyl)pyrrolo[1,2-a]quinoxaline-7-carboxylate COC(=O)C=1C=C2N=C(C=3N(C2=CC1)C=C(C3)C)C3=CC=C(C=C3)C(F)(F)F.N3(CCCCC3)C3CCN(CC3)C3=NN=CC1=CC=CC=C31